BrC=1C=CC(=NC1)N(C=1C=C(C#N)C=CC1)C 3-((5-bromopyridin-2-yl)(methyl)amino)benzonitrile